(3R,8S*)-tert-Butyl 8-(isoxazol-3-yl)-3,10-dimethyl-11-oxo-3,4,8,9,10,11-hexahydro-1H-pyrido[4',3':3,4]pyrazolo[1,5-a][1,4]diazepine-2(7H)-carboxylate O1N=C(C=C1)[C@H]1CN(C(C=2N(C1)N=C1C2CN([C@@H](C1)C)C(=O)OC(C)(C)C)=O)C |o1:5|